N1(C=NC=C1)CCCCN1C=[N+](C=C1)CCCCN1C=[N+](C=C1)CCCC 1-(4-(1H-imidazol-1-yl)butyl)-3-(4-(3-butyl-1H-imidazol-3-ium-1-yl)butyl)-1H-imidazol-3-ium